1-propyl-4-(4-(4,4,5,5-tetramethyl-1,3,2-dioxaborolan-2-yl)phenyl)piperidine C(CC)N1CCC(CC1)C1=CC=C(C=C1)B1OC(C(O1)(C)C)(C)C